2-((3aR,5r,6aS)-5-benzyl-5-hydroxyhexahydrocyclopenta[c]pyrrol-2(1H)-yl)-1-(4-(pyridin-3-yl)phenyl)ethanone C(C1=CC=CC=C1)C1(C[C@@H]2[C@@H](CN(C2)CC(=O)C2=CC=C(C=C2)C=2C=NC=CC2)C1)O